OC[C@H](CC1=NC(=NO1)C1=CC=C(C=C1)OC1=NC=C(C=C1)C1=CC=NN1C1OCCCC1)NC(OC(C)(C)C)=O tert-Butyl ((2S)-1-hydroxy-3-(3-(4-((5-(1-(tetrahydro-2H-pyran-2-yl)-1H-pyrazol-5-yl)pyridin-2-yl)oxy)phenyl)-1,2,4-oxadiazol-5-yl)propan-2-yl)carbamate